C(C)(C)N1N=C(C=C1C1[C@H]2CC(C[C@@H]12)N1CC2(CS(C2)(=O)=O)CC1)C=1C=NC(=CC1)C(F)(F)F 6-((1R,3s,5S,6r)-6-(1-isopropyl-3-(6-(trifluoromethyl)pyridin-3-yl)-1H-pyrazol-5-yl)bicyclo[3.1.0]hexan-3-yl)-2-thia-6-azaspiro[3.4]octane 2,2-dioxide